N6-benzoyl-2'-O-tert-butyldimethylsilyl-3'-O-benzoyl-adenosine C(C1=CC=CC=C1)(=O)NC=1C=2N=CN([C@H]3[C@H](O[Si](C)(C)C(C)(C)C)[C@H](OC(C4=CC=CC=C4)=O)[C@@H](CO)O3)C2N=CN1